tert-butyl (2R)-2-[5-(1,3-dioxoisoindolin-2-yl)penta-1,3-diynyl]morpholine-4-carboxylate O=C1N(C(C2=CC=CC=C12)=O)CC#CC#C[C@@H]1CN(CCO1)C(=O)OC(C)(C)C